trimethylbenzyl-ammonium C[N+](CC1=CC=CC=C1)(C)C